FC1(CN(C1)C=1C=C(OC2CN(C2)C(=O)N2C[C@@H]3[C@@H](OCC(N3)=O)CC2)C=CC1C(F)(F)F)F (+)-(4aR,8aS)-6-[3-[3-(3,3-Difluoroazetidin-1-yl)-4-(trifluoromethyl)phenoxy]azetidine-1-carbonyl]-4,4a,5,7,8,8a-hexahydropyrido[4,3-b][1,4]oxazin-3-one